ONN Monohydroxyhydrazine